C(C)S(=O)(=O)C1=CC=C(C=C1)CC(=O)NC1=CC=C2C(=N1)N(C(=N2)CC2=CC=C(C=C2)C(F)(F)F)C(C)C 2-(4-(ethylsulfonyl)phenyl)-N-(3-isopropyl-2-(4-(trifluoromethyl)benzyl)-3H-imidazo[4,5-b]pyridin-5-yl)acetamide